C(#N)C1=NC(=CC=C1N1CCC(CC1)CC1=C(C(=NC=C1)NC(=O)NCC)F)C=1NC=CN1 1-(4-((1-(2-cyano-6-(1H-imidazol-2-yl)pyridin-3-yl)piperidin-4-yl)methyl)-3-fluoropyridin-2-yl)-3-ethylurea